C(CCCCCCCCCCCC)P(OC1=CC=CC=C1)(OC1=CC=CC=C1)[O-] diphenyl (tridecyl)phosphite